NC(CO)C(C(CCCCCCCCCC)O)O 2-Amino-1,3,4-tetradecanetriol